2-(2-thienyl)vinyl-1H-pyrazole S1C(=CC=C1)C=CN1N=CC=C1